4-(2-amino-5-fluoro-3-isopropylphenyl)pyridinecarbonitrile NC1=C(C=C(C=C1C(C)C)F)C1=CC(=NC=C1)C#N